7-azaspiro[3.5]Nonan-2-amine C1C(CC12CCNCC2)N